Cl.C1(CCC12CNCC2)N 6-azaspiro[3.4]octan-1-amine hydrochloride